4-(6-(2,3-dichloro-6-hydroxyphenyl)-6,7-dihydro-5H-pyrrolo[1,2-a]imidazol-3-yl)-3,6-dihydropyridine-1(2H)-carboxylic acid tert-butyl ester C(C)(C)(C)OC(=O)N1CCC(=CC1)C1=CN=C2N1CC(C2)C2=C(C(=CC=C2O)Cl)Cl